C(#N)CC(=O)NCC1=CC(=CC=C1)C1=NC(=NC=C1)NC1=CC=C(C=C1)N1CCOCC1 2-cyano-N-(3-(2-(4-morpholinophenyl-amino)pyrimidin-4-yl)benzyl)acetamide